N-(3-(cyclopentylsulfonyl)phenyl)-6-((4-hydroxy-2-methylbutan-2-yl)amino)-2-(6-azaspiro[2.5]octan-6-yl)nicotinamide C1(CCCC1)S(=O)(=O)C=1C=C(C=CC1)NC(C1=C(N=C(C=C1)NC(C)(CCO)C)N1CCC2(CC2)CC1)=O